C(C1=CC=CC=C1)SC=1N=C(C(=NC1)CNC(C(=O)OC)=O)Cl Methyl 2-(((5-(benzylthio)-3-chloropyrazin-2-yl)methyl)amino)-2-oxoacetate